N2-((S)-3-(4,4-bis(4-hydroxyphenyl)pentanamido)-3-carboxypropanoyl)-L-asparagine OC1=CC=C(C=C1)C(CCC(=O)N[C@@H](CC(=O)N[C@@H](CC(N)=O)C(=O)O)C(=O)O)(C)C1=CC=C(C=C1)O